CN(CCNC(=O)C1=NC=CC2=C(C=3N(C=4C=CC(=CC4C3C=C21)F)C)C)C N-(2-(dimethylamino)ethyl)-9-fluoro-5,6-dimethyl-6H-pyrido[4,3-b]carbazole-1-carboxamide